NC=1C=CC(=NC1)C#N 5-amino-pyridinecarbonitrile